(S)-quinuclidin-3-yl (5-(3-fluoro-4-propoxyphenyl)-2,2-dimethyl-2,3-dihydro-1H-inden-1-yl)carbamate FC=1C=C(C=CC1OCCC)C=1C=C2CC(C(C2=CC1)NC(O[C@@H]1CN2CCC1CC2)=O)(C)C